CC(C#C)(C)N1CC=C(C=C1)NC(CC=1C=CC=C2C=CNC12)=O N-(1,1-Dimethylprop-2-ynyl)-4-[[2-(1H-indol-7-yl)acetyl]amino]pyridin